bis(2-methyl-5-cyano-8-hydroxyquinoline) aluminum [Al].CC1=NC2=C(C=CC(=C2C=C1)C#N)O.CC1=NC2=C(C=CC(=C2C=C1)C#N)O